BrC=1C=C2CC(N=CC2=CC1OC)C(C)C 6-bromo-3-isopropyl-7-methoxy-3,4-dihydroisoquinoline